1-dodecyl-2-methylimidazole C(CCCCCCCCCCC)N1C(=NC=C1)C